tert-Butyl 4-[2-(2-amino-5-methylsulfanyl-phenyl)-ethylamino]-piperidine-1-carboxylate NC1=C(C=C(C=C1)SC)CCNC1CCN(CC1)C(=O)OC(C)(C)C